C(C)(C)(C)OC(=O)N1CC(CC1)OC1=NC(=CC=C1)Br 3-((6-Bromopyridin-2-yl)oxy)pyrrolidine-1-carboxylic acid tert-butyl ester